BrC1=CC(=C(C=C1)C(CO[Si](C)(C)C(C)(C)C)=O)C 1-(4-bromo-2-methyl-phenyl)-2-[tert-butyl-(dimethyl)silyl]oxy-ethanone